4-((2,4-dioxo-3-(4-phenylbutyl)-3,4-dihydroquinazolin-1(2H)-yl)methyl)-N-hydroxybenzamide O=C1N(C2=CC=CC=C2C(N1CCCCC1=CC=CC=C1)=O)CC1=CC=C(C(=O)NO)C=C1